Dodecanoic acid, [7-[4-[4-(2,3-dichlorophenyl)-1-piperazinyl]butoxy]-3,4-dihydro-2-oxo-1(2H)-quinolinyl]methyl ester C(CCCCCCCCCCC)(=O)OCN1C(CCC2=CC=C(C=C12)OCCCCN1CCN(CC1)C1=C(C(=CC=C1)Cl)Cl)=O